(6S)-6-[2-Chloro-3-(2,3-difluoro-phenyl)phenyl]-2-imino-6-methyl-3-[(2S,4S)-2-methyltetrahydro-pyran-4-yl]hexahydropyrimidin-4-one trifluoroacetic acid salt FC(C(=O)O)(F)F.ClC1=C(C=CC=C1C1=C(C(=CC=C1)F)F)[C@@]1(CC(N(C(N1)=N)[C@@H]1C[C@@H](OCC1)C)=O)C